(4-bromo-2-fluorophenyl)(1-(3-fluoropropyl)pyrrolidin-3-yl)methanone BrC1=CC(=C(C=C1)C(=O)C1CN(CC1)CCCF)F